5-(8-fluoroimidazo[1,2-a]pyridin-6-yl)-N-(cis-3-methoxycyclobutyl)-7H-pyrrolo[2,3-d]pyrimidin-2-amine FC=1C=2N(C=C(C1)C1=CNC=3N=C(N=CC31)N[C@@H]3C[C@@H](C3)OC)C=CN2